FC=1C(=CC(=C(C#N)C1)C)C(=O)N1CC2(C1)CC(C2)N(C=2C1=C(N=CN2)NC=C1)C 5-Fluoro-2-methyl-4-(6-(methyl(7H-pyrrolo[2,3-d]pyrimidin-4-yl)amino)-2-azaspiro[3.3]heptan-2-carbonyl)benzonitril